1-(4-((4-((4-chloro-3-(oxazol-5-yl)phenyl)-amino)pyrido[3,4-d]-pyrimidin-6-yl)oxy)-piperidin-1-yl)prop-2-en-1-one ClC1=C(C=C(C=C1)NC=1C2=C(N=CN1)C=NC(=C2)OC2CCN(CC2)C(C=C)=O)C2=CN=CO2